OC1=C(C=C(C=C1C(C)(C)CC)C(C)(C)CC)C(C)C1=C(C(=CC(=C1)C(C)(C)CC)C(C)(C)CC)OC(C=C)=O Acrylic acid 2-[1-(2-hydroxy-3,5-di-tert-pentylphenyl) ethyl]-4,6-di-tert-pentylphenyl ester